COC(C1=C(C=CC(=C1)Cl)NC(CBr)=O)=O (2-Bromoacetamido)-5-chlorobenzoic acid methyl ester